(difluoro(piperidin-4-yl)methyl)benzenesulfonamide FC(C1CCNCC1)(F)C1=C(C=CC=C1)S(=O)(=O)N